trans-(1RS,2RS)-1-(pyridin-2-yldithio)-1,2,3,4-tetrahydronaphthalen-2-ol N1=C(C=CC=C1)SS[C@H]1[C@@H](CCC2=CC=CC=C12)O |r|